dihydrobenzoxane O1CCCC2C1=CC=CC2